OC[C@H](C)OC=1C=C(CNCCCCOCCNC2=C3C=NNC3=CC(=C2)C2=CC(NN=C2)=O)C=C(C1)OC(F)(F)F (S)-5-(4-((2-(4-((3-((1-hydroxypropan-2-yl)oxy)-5-(trifluoromethoxy)benzyl)amino)butoxy)ethyl)amino)-1H-indazol-6-yl)pyridazin-3(2H)-one